CCCCCCCC=CC(=O)OCC ethyl decenoate